4-(5-(5-phenyloxazol-2-yl)-2-(pyridin-4-yl)pyrazolo[1,5-a]pyrimidin-7-yl)morpholine C1(=CC=CC=C1)C1=CN=C(O1)C1=NC=2N(C(=C1)N1CCOCC1)N=C(C2)C2=CC=NC=C2